(S)-N-(Benzo[d]thiazol-5-ylmethyl)-N-((3R,5s)-1,1-difluorospiro[2.3]hexan-5-yl)-1-((R)-N,4-dimethylphenylsulfonimidoyl)pyrrolidine-2-carboxamide S1C=NC2=C1C=CC(=C2)CN(C(=O)[C@H]2N(CCC2)[S@](=O)(=NC)C2=CC=C(C=C2)C)C2CC1(CC1(F)F)C2